C(#N)N1CC=2NN=C(C2C1)C=1C=C(C=CC1)S(=O)(=O)NC1CC1 3-(5-Cyano-1,4,5,6-tetrahydropyrrolo[3,4-c]pyrazol-3-yl)-N-cyclopropylbenzene-sulfonamide